5-{(7R)-1-fluoro-3-hydroxy-7-[(4-methoxybutyl)amino]-5,6,7,8-tetrahydronaphthalen-2-yl}-1λ6,2,5-thiadiazolidine-1,1,3-trione FC1=C(C(=CC=2CC[C@H](CC12)NCCCCOC)O)N1CC(NS1(=O)=O)=O